ClC1=CC=NC2=CC(=C(C=C12)OCOC)OC 4-chloro-7-methoxy-6-(methoxymethoxy)quinoline